FC(C=1C(=C(C=CC1)[C@@H](C)NC=1C2=C(N=C(N1)C)N=C(C(=C2)C2CCN(CC2)C)OC2COC2)F)F (R)-N-(1-(3-(difluoromethyl)-2-fluorophenyl)ethyl)-2-methyl-6-(1-methylpiperidin-4-yl)-7-(oxetan-3-yloxy)pyrido[2,3-d]pyrimidin-4-amine